[Br-].[Br-].CC1=C(C(=C(C1(C)[Zr+2]C1C(=CC2=CC=CC=C12)CCC)C)C)C (pentamethylcyclopentadienyl)(2-propylindenyl)zirconium dibromide